3-[2-[5-(2-diphenylmethylenehydrazino)-7-methoxy-1-methyl-benzimidazol-2-yl]-1,9-diazatricyclo[6.3.1.04,12]dodeca-2,4(12),5,7-tetraen-9-yl]propan-1-ol C1(=CC=CC=C1)C(=NNC1=CC2=C(N(C(=N2)C=2N3CCN(C4=CC=CC(C2)=C34)CCCO)C)C(=C1)OC)C1=CC=CC=C1